6-(3-(5-chloro-2-((5-(2-oxopyrrolidin-1-yl)pyridin-3-yl)amino)pyrimidin-4-yl)piperidine-1-carbonyl)pyridin-2(1H)-one ClC=1C(=NC(=NC1)NC=1C=NC=C(C1)N1C(CCC1)=O)C1CN(CCC1)C(=O)C1=CC=CC(N1)=O